(1S,4S,5S)-N-((1R,2R,4S)-7-cyano-7-azabicyclo[2.2.1]heptan-2-yl)-2-(3,5-dichlorophenyl)-2-azabicyclo[3.1.0]hexane-4-carboxamide C(#N)N1[C@H]2[C@@H](C[C@@H]1CC2)NC(=O)[C@@H]2CN([C@H]1C[C@@H]21)C2=CC(=CC(=C2)Cl)Cl